1,2-ethanedithiol C(CS)S